NC=1C(=NC(=CN1)Br)/C=N/O (E)-3-Amino-6-bromopyrazine-2-carbaldehyde oxime